N[C@H](C(=O)N)CC1C(NC2(COC2)C1)=O (2S)-2-amino-3-{6-oxo-2-oxa-5-azaspiro[3.4]octan-7-yl}propanamide